C(C)OC(=O)C=1C=NN2C1N=C(C=C2C)C2=CC=C(C=C2)F 5-(4-fluorophenyl)-7-methylpyrazolo[1,5-a]Pyrimidine-3-carboxylic acid ethyl ester